trioctyltin acetate C(C)(=O)[O-].C(CCCCCCC)[Sn+](CCCCCCCC)CCCCCCCC